NC=1C=2N(C=CN1)C(=NC2C2=CC=C(C(=O)NC1=NC=CC(=C1)CCC)C=C2)[C@H](C)N(C(C#CC)=O)C (S)-4-(8-amino-3-(1-(N-methylbut-2-ynamido)ethyl)imidazo[1,5-a]pyrazin-1-yl)-N-(4-propylpyridin-2-yl)benzamide